ClC=1C(=C2C3(CC(NC2=CC1)=O)CN(CCC3)C(=O)OC(C)(C)C)F tert-Butyl 6'-chloro-5'-fluoro-2'-oxo-2',3'-dihydro-1'H-spiro[piperidine-3,4'-quinoline]-1-carboxylate